FC1=C(C(=O)N2CC3=C(C2)CN=C3)C=CC(=C1)S(N)(=O)=O 5-(2-fluoro-4-sulfamoylbenzoyl)-3,4,5,6-tetrahydropyrrolo[3,4-c]Pyrrole